8-oxo-7-[[2-[[rac-(2S,4S)-2,4-dimethyl-1-piperidyl]methyl]-1H-indol-6-yl]methyl]-2,7-naphthyridine-4-carboxylic acid O=C1N(C=CC=2C(=CN=CC12)C(=O)O)CC1=CC=C2C=C(NC2=C1)CN1[C@H](C[C@H](CC1)C)C |r|